Cl.N[C@@H]1[C@@H](OCC12CCN(CC2)C=2N=CC(=NC2)SC2=C(C(=NC=C2)NC2=NC(=NC=C2)N2[C@@H](COCC2)CO)Cl)C ((R)-4-(4-((4-((5-((3S,4S)-4-amino-3-methyl-2-oxa-8-azaspiro[4.5]Decan-8-yl)pyrazin-2-yl)thio)-3-chloropyridin-2-yl)amino)pyrimidin-2-yl)morpholin-3-yl)methanol hydrochloride